FC(C1=CC=C(CNS(=O)(=O)C)C=C1)(F)F N-(4-(trifluoromethyl)benzyl)methanesulfonamide